1,3-bis(3,5-difluoro-4-acetamidophenyl)adamantane FC=1C=C(C=C(C1NC(C)=O)F)C12CC3(CC(CC(C1)C3)C2)C2=CC(=C(C(=C2)F)NC(C)=O)F